(R)-7-(3-(2-(5-Chloro-4-fluoro-1H-pyrrolo[2,3-b]pyridin-3-yl)thiazol-4-yl)phenyl)-6,7-dihydro-5H-pyrrolo[1,2-a]imidazol-7-ol ClC=1C(=C2C(=NC1)NC=C2C=2SC=C(N2)C=2C=C(C=CC2)[C@@]2(CCN1C2=NC=C1)O)F